1-bromo-3-(isocyano(tosyl)methyl)benzene BrC1=CC(=CC=C1)C(S(=O)(=O)C1=CC=C(C)C=C1)[N+]#[C-]